O1C=CC2=C1C=CC(=C2)/C=C/C(=O)C2=C(C=C(C=C2CC2OC(C(C(C2OCC2=CC=CC=C2)OCC2=CC=CC=C2)OCC2=CC=CC=C2)COCC2=CC=CC=C2)C)O (E)-3-(1-Benzofuran-5-yl)-1-[2-hydroxy-4-methyl-6-[[3,4,5-tris(phenylmethoxy)-6-(phenylmethoxymethyl)oxan-2-yl]methyl]phenyl]prop-2-en-1-one